Benzotriazol-1-yl-(benzotriazol-2-yl)methanimine N1(N=NC2=C1C=CC=C2)C(=N)N2N=C1C(=N2)C=CC=C1